COCCNC(C(=O)OCCNCC(=O)OCCOCCOCCOCCOCC(COCCCCCCCC\C=C/CCCCCCCC)OCCCCCCCC\C=C/CCCCCCCC)C 2-[[2-[2-[2-[2-[2-[2,3-bis[(Z)-octadec-9-enoxy]propoxy]ethoxy]ethoxy]ethoxy]ethoxy]-2-oxo-ethyl]amino]ethyl 2-(2-methoxyethylamino)propanoate